6-(2-(pyrrolidin-1-yl)ethoxy)thieno[2,3-b]pyridine-2-carboxylic acid methyl ester COC(=O)C1=CC=2C(=NC(=CC2)OCCN2CCCC2)S1